FC([C@@](COS(=O)(=O)C1=CC=C(C=C1)C)(O)C)(F)F (2R)-1,1,1-trifluoro-2-methyl-3-[(4-methylbenzenesulfonyl)oxy]propan-2-ol